S-[bis(sulfanyl)cyclododecyl]ethanethioate SC1(CCCCCC(CCCCC1)S=C(C)[O-])S